N4,6-dimethyl-N2-[6-methyl-7-[rel-(2R)-2-methyl-2,3,4,7-tetrahydro-1H-azepin-5-yl]-2,3-dihydrobenzofuran-5-yl]pyrimidine-2,4-diamine CNC1=NC(=NC(=C1)C)NC=1C(=C(C2=C(CCO2)C1)C=1CC[C@H](NCC1)C)C |o1:22|